C(C1=CC=CC=C1)OC(=O)N1C[C@H](CC1)OC(C)=O.ClC1(C(C1C1=CC=C(C=C1)Cl)C(=O)N)Cl 2,2-dichloro-3-(4-chlorophenyl)cyclopropane-1-carboxamide benzyl-(S)-3-acetoxypyrrolidine-1-carboxylate